(-)-1-ethyl-3-((2-((1-hydroxy-2-(3-(trifluoromethyl)phenyl)propan-2-yl)amino)-1H-benzo[d]imidazol-4-yl)methyl)urea C(C)NC(=O)NCC1=CC=CC=2NC(=NC21)NC(CO)(C)C2=CC(=CC=C2)C(F)(F)F